ClC1=C(C=C(C=C1)[N+](=O)[O-])[N+](=O)[O-] 4-chloro-1,3-dinitrobenzene